C(CCCCCCCCC)OC1=CC=C(C=C1)C1=CC=C(C=C1)O 4-decyloxy-4'-hydroxybiphenyl